COC=1C=CC=C2C(=C(NC12)C)C=O 7-METHOXY-2-METHYL-1H-INDOLE-3-CARBALDEHYDE